3-[(2-aminocyclohexyl)methyl]-2-methylcyclohexylamine NC1C(CCCC1)CC1C(C(CCC1)N)C